N-benzyl-2-chloro-N-(2-(4-fluorophenyl)-2-hydroxyethyl)acetamide C(C1=CC=CC=C1)N(C(CCl)=O)CC(O)C1=CC=C(C=C1)F